4-(5-(5-ethyl-3-(m-tolyl)-1H-1,2,4-triazol-1-yl)-3-(2-methoxyethyl)-3H-imidazo[4,5-b]pyridin-7-yl)morpholine C(C)C1=NC(=NN1C1=CC(=C2C(=N1)N(C=N2)CCOC)N2CCOCC2)C=2C=C(C=CC2)C